CC1=C(C2=C(N3C(COC2)=NN=C3C)S1)CC=1C=C(C#N)C=CC1 3-((2,9-dimethyl-4H,6H-thieno[2,3-e][1,2,4]triazolo[3,4-c][1,4]oxazepin-3-yl)methyl)benzonitrile